phenyl(1H-Pyrrolo[3,2-c]pyridin-3-yl)methanone C1(=CC=CC=C1)C(=O)C1=CNC2=C1C=NC=C2